2-(5-hydroxy-phenyl)benzotriazole OC=1C=CC=C(C1)N1N=C2C(=N1)C=CC=C2